ClCC1=CC=C(C=C1)SC(F)(F)F 1-(chloro-methyl)-4-[(trifluoro-methyl)sulfanyl]benzene